6-((1r,6r)-6-aminocyclohex-3-en-1-yl)-N-benzyl-7-bromo-2-chlorothieno[3,2-d]pyrimidin-4-amine N[C@@H]1CC=CC[C@H]1C1=C(C=2N=C(N=C(C2S1)NCC1=CC=CC=C1)Cl)Br